C1(CC1)C=1NC=CN1 cyclopropyl-(Imidazole)